C(C)(C)(C)OC(=O)N1C(CCC1)C(=O)O 1-(tert-butoxycarbonyl)pyrrolidine-2-carboxylic acid